bicyclo[1.1.1]-1-pentylamine hydrochloride Cl.C12(CC(C1)C2)N